1-(4-fluoro-phenyl)-4-((6br,10as)-3-methyl-2,3,6b,9,10,10a-hexahydro-1h,7h-pyrido[3',4':4,5]pyrrolo[1,2,3-de]quinoxalin-8-yl)-butan-1-one FC1=CC=C(C=C1)C(CCCN1C[C@@H]2[C@@H](N3CCN(C=4C=CC=C2C34)C)CC1)=O